epoxyethanol C1(CO1)O